O1CCOC2=C1C=CC(=C2)S(=O)(=O)N2CCN(CCC2)S(=O)(=O)C=2C=C(C=CC2)N 3-[[4-[(2,3-dihydro-1,4-benzodioxin-6-yl)sulfonyl]hexahydro-1H-1,4-diazepin-1-yl]sulfonyl]-benzenamine